3-(benzyloxy)-N-cyclopropylcyclobutan-1-amine C(C1=CC=CC=C1)OC1CC(C1)NC1CC1